OCC1CCC(CC1)N1C2CN(C(C1)C2)C(=O)OC(C)(C)C tert-butyl 5-[4-(hydroxymethyl)cyclohexyl]-2,5-diazabicyclo[2.2.1]heptane-2-carboxylate